1,4,5,8,9,11-hexaazatriphenylene N1=CC=NC=2C3=NC=CN=C3C3=NC=NC=C3C12